2-methoxy-3-propylthio-4-(trifluoromethyl)pyridine COC1=NC=CC(=C1SCCC)C(F)(F)F